OC=1C=CC(=C2NC=C(C[C@H](N)C(=O)O)C12)C 4-hydroxy-7-methyl-L-tryptophan